C(C=C)N1C(C2=NC(=CC=C2C1=O)NC1=NC=C(C(=N1)N[C@H](CO)C1=CC=CC=C1)C1=NC(=NO1)C)(C)C (S)-6-allyl-2-((4-((2-hydroxy-1-phenylethyl)amino)-5-(3-methyl-1,2,4-oxadiazol-5-yl)pyrimidin-2-yl)amino)-7,7-dimethyl-6,7-dihydro-5H-pyrrolo[3,4-b]pyridin-5-one